ClC=1N=C(NC1)N1C(N([C@H](C1)C#N)C1=CN=CC2=CC=CC=C12)=O (R)-1-(4-chloro-1H-imidazol-2-yl)-3-(isoquinolin-4-yl)-2-oxoimidazoline-4-carbonitrile